NCCC=1C=NC(=NC1)C1=C(C=C(C#N)C=C1)OC=1SC(=NN1)N(CC)CC 4-[5-(2-aminoethyl)pyrimidin-2-yl]-3-[[5-(diethylamino)-1,3,4-thiadiazol-2-yl]oxy]benzonitrile